2-(2-chloroethoxy)-5-(2-hydroxy-propan-2-yl)benzonitrile ClCCOC1=C(C#N)C=C(C=C1)C(C)(C)O